N-[(1R,2S)-2-fluorocyclopropyl]-6-({2-methoxy-3-[5-(piperazine-1-carbonyl)pyridin-2-yl]phenyl}amino)-8-(methylamino)imidazo[1,2-b]pyridazine-3-carboxamide F[C@@H]1[C@@H](C1)NC(=O)C1=CN=C2N1N=C(C=C2NC)NC2=C(C(=CC=C2)C2=NC=C(C=C2)C(=O)N2CCNCC2)OC